C(C)OC(=O)C=1C=NN2C1N=C(C=C2)N2C(COCC2)C=2C(=NC=C(C2)F)OC 5-(3-(5-fluoro-2-methoxypyridin-3-yl)morpholino)pyrazolo[1,5-a]pyrimidine-3-carboxylic acid ethyl ester